1-(quinazolin-2-yl)-1,2,3,6-tetrahydropyridine-4-carboxylic acid N1=C(N=CC2=CC=CC=C12)N1CCC(=CC1)C(=O)O